2-(4-aminophenyl)-5-aminothiazoloOxazole NC1=CC=C(C=C1)C=1OC2=C(N1)N=C(S2)N